N1C=C(C2=CC=CC=C12)CC[C@@H]1N(CCC=2C=C3C(=CC12)ONO3)CC3CCCCC3 (S)-5-(2-(1H-indol-3-yl)ethyl)-6-(cyclohexylmethyl)-5,6,7,8-tetrahydro-[1,3]Dioxazolo[4,5-g]isoquinoline